C(C)(C)(C)OC(N(C)C1=NC=CC2=CC(=CC=C12)Br)=O (6-bromoisoquinolin-1-yl)(methyl)carbamic acid tert-butyl ester